BrC1=CC(=C(C(=O)OC)C(=C1)S)F methyl 4-bromo-2-fluoro-6-sulfanyl-benzoate